FC(C(CC(=O)O)C(F)(F)F)(F)F Hexafluoro-Isovaleric acid